S1C(=NC2=C1C=CC=C2)N=C=O Benzothiazol-2-yl isocyanate